2-(2,4-difluorophenyl)-3-(5-fluoro-4-pyrimidinyl)-1-(1,2,4-triazol-1-yl)butan-2-ol FC1=C(C=CC(=C1)F)C(CN1N=CN=C1)(C(C)C1=NC=NC=C1F)O